5-isobutyl-1H-1,2,3-triazol C(C(C)C)C1=CN=NN1